(E)-N-ethyl-1-methyl-4-(1-methyl-4-(4-(2-(quinolin-3-yl)vinyl)benzamido)-1H-pyrrole-2-carboxamido)-1H-pyrrole-2-carboxamide C(C)NC(=O)C=1N(C=C(C1)NC(=O)C=1N(C=C(C1)NC(C1=CC=C(C=C1)\C=C\C=1C=NC2=CC=CC=C2C1)=O)C)C